9-(4-chloro-2-fluoro-phenyl)-7-[(2S,4R)-2-[1-(cyclopropylmethyl)-6-keto-3-pyridyl]tetrahydropyran-4-yl]-2,3-dimethyl-pyrimido[1,2-b]pyridazin-4-one ClC1=CC(=C(C=C1)C=1C=2N(N=C(C1)[C@H]1C[C@H](OCC1)C1=CN(C(C=C1)=O)CC1CC1)C(C(=C(N2)C)C)=O)F